FC1(CC(C1)C#CC1=NN(C2=NC=CC=C21)C2CN(C2)C(C(=C)F)=O)F 1-(3-(3-((3,3-difluorocyclobutyl)ethynyl)-1H-pyrazolo[3,4-b]pyridin-1-yl)azetidin-1-yl)-2-fluoroprop-2-en-1-one